4-(hydroxymethyl)quinoline-7-carbonitrile OCC1=CC=NC2=CC(=CC=C12)C#N